CC=1C=C(C=CC1C)N1C=NC2=C1C=C(C=C2)C#N 1-(3,4-dimethylphenyl)-1H-benzo[d]imidazole-6-carbonitrile